ClC1=CC2=C(NC(N2C2C(CNCC2)N2C(NC3=C2C=CC=C3)=O)=O)C=C1 5-chloro-3-[3-(2-oxo-2,3-dihydro-1H-benzimidazol-1-yl)piperidin-4-yl]-1,3-dihydro-2H-benzimidazol-2-one